FC1=C(C(=CC(=C1)I)F)NS(=O)(=O)C1=C(C(=CC=C1)F)C N-(2,6-difluoro-4-iodo-phenyl)-3-fluoro-2-methyl-benzenesulfonamide